phenyl(2H2)methanol C1(=CC=CC=C1)C(O)([2H])[2H]